C1(CC1)C1=CC=C(C=C1)S(=O)(=O)NC=1C(=NN(C1C(=O)OC)C)C1=CC=C(C=C1)F methyl 4-((4-cyclopropylphenyl) sulfonamido)-3-(4-fluorophenyl)-1-methyl-1H-pyrazole-5-carboxylate